N1=CC=C(C=C1)CC1=NN=C(C2=CC=CC=C12)N 4-(pyridin-4-ylmethyl)phthalazin-1-amine